4-(aminomethyl)-N-(4-(pyrrolidin-1-yl)phenyl)aniline NCC1=CC=C(NC2=CC=C(C=C2)N2CCCC2)C=C1